C(C)(=O)OCC(COC1=CC=C(C=C1)S(=O)(=O)C1=CC=C(C=C1)OCC(CCl)OC(C)=O)OC(C)=O 3-(4-((4-(2-acetoxy-3-chloropropoxy)phenyl) sulfonyl)phenoxy)propane-1,2-diyl diacetate